6-chloro-N-(ethyl-d5)-4-methyl-4-phenyl-4H-3,1-benzoxazin-2-amine ClC=1C=CC2=C(C(OC(=N2)NC(C([2H])([2H])[2H])([2H])[2H])(C2=CC=CC=C2)C)C1